oxalic acid monoisodecyl ester C(CCCCCCC(C)C)OC(C(=O)O)=O